C(=CC1=CC=CC=C1)C=CC(=O)N StyreneAcrylamide